rac-8-((3ar,6as)-4,4-dimethyl-5-(methylsulfonyl)hexahydropyrrolo[3,4-c]pyrrol-2(1H)-yl)-7-(trifluoromethyl)imidazo[1,5-a]pyridine CC1([C@@H]2[C@H](CN1S(=O)(=O)C)CN(C2)C=2C=1N(C=CC2C(F)(F)F)C=NC1)C |r|